NC=1C=CC(=C2CN(C(C12)=O)CC(C#N)=C)C1=CC(=CC=C1)C=1C=NC=CC1 2-[[7-amino-1-oxo-4-[3-(3-pyridyl)phenyl]isoindolin-2-yl]methyl]prop-2-enenitrile